C(C)(C)(C)[Si](C)(C)OC(=C)OC tert-butyl((1-methoxyvinyl)oxy)dimethylsilane